6-Fluoro-8-amino-1,2,3,4-tetrahydroquinoline FC=1C=C2CCCNC2=C(C1)N